COC(=O)C1=CC(=CC2=CN(N=C12)CCC(C)(C)O)[N+](=O)[O-] 2-(3-hydroxy-3-methylbutyl)-5-nitro-2H-indazole-7-carboxylic acid methyl ester